Bromocetyl-pyridine BrC=1C(=NC=CC1)CCCCCCCCCCCCCCCC